C1(C(=CC(N1)=O)CCCC=1C(=O)NC(C1)=O)=O trimethylenebismaleimide